2,4-dibenzoyl-3,5-difluorenylthiophene C(C1=CC=CC=C1)(=O)C=1SC(=C(C1C1=CC=CC=2C3=CC=CC=C3CC12)C(C1=CC=CC=C1)=O)C1=CC=CC=2C3=CC=CC=C3CC12